NC(C=O)(C=O)COCCC(=O)OC(C)(C)C 2-amino-2-((3-(tert-butoxy)-3-oxopropoxy)methyl)propane-1,3-dione